FC(C(=O)O)(F)F.ClC1=CC(=C(COC=2C(=NC=CN2)C2CCN(CC2)CC2=NC3=C(N2CC=2N=COC2)C=C(C=C3)C(=O)O)C=C1)F 2-[(4-{3-[(4-chloro-2-fluorobenzyl)oxy]pyrazin-2-yl}piperidin-1-yl)methyl]-1-(1,3-oxazol-4-ylmethyl)-1H-benzimidazole-6-carboxylic acid, trifluoroacetate salt